N-{4-[5-cyclopropyl-3-(4-fluorophenyl)-4-oxo-4,5-dihydro-1H-pyrrolo[3,2-c]pyridin-2-yl]pyridin-2-yl}acetamide C1(CC1)N1C(C2=C(C=C1)NC(=C2C2=CC=C(C=C2)F)C2=CC(=NC=C2)NC(C)=O)=O